N-hydroxyethyl-2-phenyloxazolidine OCCN1C(OCC1)C1=CC=CC=C1